N1-(2,6-dimethylphenyl)-N2-((S)-4-methyl-1-oxo-1-(((S)-3-oxo-1-((S)-2-oxopyrrolidin-3-yl)-4-(2,3,5,6-tetrafluorophenoxy)butan-2-yl)amino)pentan-2-yl)oxalamide CC1=C(C(=CC=C1)C)NC(C(=O)N[C@H](C(N[C@@H](C[C@H]1C(NCC1)=O)C(COC1=C(C(=CC(=C1F)F)F)F)=O)=O)CC(C)C)=O